Methyl-(5S)-2-[(2-chloropyridin-4-yl)methyl]-3-oxo-2,5,6,7-tetrahydro-3H-pyrrolo[2,1-c][1,2,4]triazole-5-carboxylate COC(=O)[C@@H]1CCC2=NN(C(N21)=O)CC2=CC(=NC=C2)Cl